methyl 2-(6'-bromo-5'-fluoro-1'-oxo-1'H-spiro[cyclopropane-1,4'-isoquinolin]-2'(3'H)-yl)acetate BrC=1C(=C2C3(CN(C(C2=CC1)=O)CC(=O)OC)CC3)F